FC(C(=O)O)=C(C(C(C(F)(F)F)(F)F)(F)F)F perfluorohexenoic acid